FC(C(=O)O)(F)F.FC(C(=O)O)(F)F.C1(=CC=CC=C1)C1CC(NCC1)C(=O)N 4-phenylpiperidine-2-carboxamide bis-trifluoroacetate